Methyl-3,5-dihydroxy-4-iodobenzoate COC(C1=CC(=C(C(=C1)O)I)O)=O